3,3-dimethylbutane-1,2,4-triol CC(C(CO)O)(CO)C